3-(6-chloro-1H-indol-3-yl)-2-[(4-chloro-phenyl)-methoxycarbonyl-methyl]-1-oxo-1,2,3,4-tetrahydro-isoquinoline-4-carboxylic acid ClC1=CC=C2C(=CNC2=C1)C1N(C(C2=CC=CC=C2C1C(=O)O)=O)C(C(=O)OC)C1=CC=C(C=C1)Cl